C(#N)C1(CC1)N1N=C(C(=C1)NC=1C(=NC(=C(N1)C1CC1)C=1C2=C(C=NC1)N(C=N2)C)C(=O)N)C 3-[[1-(1-cyanocyclopropyl)-3-methyl-pyrazol-4-yl]amino]-5-cyclopropyl-6-(3-methylimidazo[4,5-c]pyridin-7-yl)pyrazine-2-carboxamide